tert-butyl 4-(4-((5-((2-bromo-6-chlorophenyl)carbamoyl)-4-methoxypyrimidin-2-yl)amino)phenyl)-1,4-diazepane-1-carboxylate BrC1=C(C(=CC=C1)Cl)NC(=O)C=1C(=NC(=NC1)NC1=CC=C(C=C1)N1CCN(CCC1)C(=O)OC(C)(C)C)OC